C(C)(C)(C1=CC=CC=C1)C1=C(C=CC(=C1)C(C)(C)CC(C)(C)C)O o-cumyl-p-tert-octyl-phenol